CC1(OB(OC1(C)C)/C=C/C1=CC=C2C=CNC2=C1)C (E)-6-(2-(4,4,5,5-tetramethyl-1,3,2-dioxaborolan-2-yl)vinyl)indole